C(CCC)[Si](O)(O)C1=CC=CC=C1 n-butyl-phenyl-silandiol